FC=1N=C(C=2N=CN([C@H]3[C@H](O)[C@H](O)[C@@H](CO)O3)C2N1)N 2-fluoroadenosine